FC(C(C)(C)O)(F)C=1C=CC(=C(C1)C(C)=O)F 1-(5-(1,1-difluoro-2-hydroxy-2-methylpropyl)-2-fluorophenyl)ethanone